CC=1OC2=C(C1C(=O)N[C@H]1CN(CC1)C(=O)OC(C)(C)C)C=C(C=C2)O[C@H](CC)C2=C(C=CC=C2)C(F)(F)F |&1:26| rac-tert-butyl (3R)-3-(2-methyl-5-(1-(2-(trifluoromethyl)phenyl)propoxy)benzofuran-3-carboxamido)pyrrolidine-1-carboxylate